OCC(C)(C)NC(=O)C=1C=2C[C@@H]3[C@H](C2N(N1)CC1CCOCC1)C3 (1aR,5aR)-2-(Tetrahydro-pyran-4-ylmethyl)-1a,2,5,5a-tetrahydro-1H-2,3-diaza-cyclopropa[a]pentalene-4-carboxylic acid (2-hydroxy-1,1-dimethyl-ethyl)-amide